(2-amino-4-bromo-N-methyl-anilino)-5-oxo-pentanoate NC1=C(N(C)C(C(=O)[O-])CCC=O)C=CC(=C1)Br